2,2-difluoro-3-(4-bromophenyl)-3-butenoic acid n-hexyl ester C(CCCCC)OC(C(C(=C)C1=CC=C(C=C1)Br)(F)F)=O